C1(=CC=CC=C1)NCCNC(OC(C)(C)C)=O tert-butyl (2-(phenylamino)ethyl)carbamate